C1(CC1)C1=C(C=NC=C1)O[C@@H]1C[C@@H](OC1)C1=CC(=NN1)NC(=O)C1=CC(=NN1C)COC |o1:10,12| rel-N-(5-((2R,4R)-4-((4-cyclopropyl-pyridin-3-yl)oxy)tetra-hydrofuran-2-yl)-1H-pyrazol-3-yl)-3-(methoxy-methyl)-1-methyl-1H-pyrazole-5-carboxamide